(3S,6R,7R)-12-(benzyloxy)-3-methyl-1,11-dioxo-10-((2,4,6-trifluorobenzyl)carbamoyl)-1,6,7,11-tetrahydro-3H-2,7-methanopyrido[1,2-a][1,4]diazonin-6-yl benzoate C(C1=CC=CC=C1)(=O)O[C@@H]1C=C[C@@H](N2C(C=3N([C@@H]1C2)C=C(C(C3OCC3=CC=CC=C3)=O)C(NCC3=C(C=C(C=C3F)F)F)=O)=O)C